4-(2-cyclopentylsulfanyl-pyridin-3-yl)-phenylamine C1(CCCC1)SC1=NC=CC=C1C1=CC=C(C=C1)N